(n-propylcyclopentadienyl)zirconium dichloride [Cl-].[Cl-].C(CC)C1(C=CC=C1)[Zr+2]